N-(2-methyl-5-aminophenyl)-4-(3-pyridyl)pyrimidin-2-amine CC1=C(C=C(C=C1)N)NC1=NC=CC(=N1)C=1C=NC=CC1